FC1=C(C=CC(=C1)F)[C@](C(C1=NC=C(C=C1)C1=CC=C(C=C1)N1CCN(CC1)C=1C=NC(=CC1)C(C)(C)O)(F)F)(CN1N=NN=C1)O (R)-2-(2,4-difluorophenyl)-1,1-difluoro-1-(5-(4-(4-(6-(2-hydroxypropan-2-yl)pyridin-3-yl)piperazin-1-yl)phenyl)pyridin-2-yl)-3-(1H-tetrazol-1-yl)propan-2-ol